N-[4-fluoro-2-(1H-pyrazol-1-yl)phenyl]pyridine-3-carboxamide FC1=CC(=C(C=C1)NC(=O)C=1C=NC=CC1)N1N=CC=C1